2'-chloro-6-fluoro-5'-(2-((4-methoxybenzyl)amino)-1-phenylethyl)-[1,1'-biphenyl]-2-carboxamide ClC1=C(C=C(C=C1)C(CNCC1=CC=C(C=C1)OC)C1=CC=CC=C1)C=1C(=CC=CC1F)C(=O)N